FC(C(C(C(F)(F)F)(F)F)(F)F)(F)S(=O)(=O)OC1=CC2COCC(C1)N2C(=O)OC(C)(C)C tert-butyl 7-(1,1,2,2,3,3,4,4,4-nonafluorobutylsulfonyloxy)-3-oxa-9-azabicyclo[3.3.1]non-6-ene-9-carboxylate